C12CC(CC2C1)NC1=NC(=NC(=N1)NC1CC2CC2C1)C1=NC(=CC=C1)C(F)(F)F N2,N4-di(bicyclo[3.1.0]hexan-3-yl)-6-(6-(trifluoromethyl)pyridin-2-yl)-1,3,5-triazine-2,4-diamine